O=C1N(N=C(C(=C1C#N)C1=CC=CC=C1)C1=CC=CC=C1)CCC 2,3-dihydro-3-oxo-5,6-diphenyl-2-propyl-4-pyridazinecarbonitrile